CN1N=CC(=C1)S(=O)(=O)C(C)(C)C1CCN(CC1)C(=O)NC1=CC=NC=C1 4-(2-((1-methyl-1H-pyrazol-4-yl)sulfonyl)propan-2-yl)-N-(pyridin-4-yl)piperidine-1-carboxamide